FC(C(=O)NCC1=CC=C(CNC(OC(C)(C)C)=O)C=C1)(F)F tert-butyl (4-((2,2,2-trifluoroacetamido)methyl)benzyl)carbamate